CN(C=1C(=NC=C(C1)C(F)(F)F)NC1=NC(=NS1)C=1C=C2C(=CN1)N(C(C2(C)C)=O)C)C 5-(5-((3-(dimethylamino)-5-(trifluoromethyl)pyridin-2-yl)amino)-1,2,4-thiadiazol-3-yl)-1,3,3-trimethyl-1,3-dihydro-2H-pyrrolo[2,3-c]pyridin-2-one